5-(tert-butyl)-3-cyclopropyl-8-fluoro-N-[6-(4-isopropyl-4H-1,2,4-triazol-3-yl)pyridin-2-yl]-5,6-dihydro-4H-benzo[f]imidazo[1,5-a][1,4]diazepine-9-carboxamide C(C)(C)(C)N1CC=2N(C3=C(C1)C=C(C(=C3)C(=O)NC3=NC(=CC=C3)C3=NN=CN3C(C)C)F)C=NC2C2CC2